OP(=O)(C1=CC=C(C(=O)O)C=C1)C1=CC=CC=C1 4-(hydroxyphenylphosphinyl)benzoic acid